N-(4-(4-(2-(difluoromethyl)-6-(4,4-difluoropiperidin-1-yl)pyridin-4-yl)-1H-pyrazol-1-yl)-3-(6-Azaspiro[2.5]octane-6-yl)phenyl)-2-hydroxyethane-1-sulfonamide FC(C1=NC(=CC(=C1)C=1C=NN(C1)C1=C(C=C(C=C1)NS(=O)(=O)CCO)N1CCC2(CC2)CC1)N1CCC(CC1)(F)F)F